4-methyl-N'-(tetrahydro-4H-thiopyran-4-ylidene)benzenesulfonhydrazide tert-butyl-(4S)-4-(2-((tert-butyldimethylsilyl)oxy)ethyl)-1,2,3-oxathiazolidine-3-carboxylate C(C)(C)(C)OC(=O)N1SOC[C@@H]1CCO[Si](C)(C)C(C)(C)C.CC1=CC=C(C=C1)S(=O)(=O)NN=C1CCSCC1